FC1=C(C(=CC=C1)OC)C(C)=O 1-(2-Fluoro-6-meth-oxy-phenyl)eth-an-1-one